FC(C1=CC=C(C(=N1)C1=CC=C2C=C(N=NC2=C1)OC)C=1C=NN(C1)CC(C)(C)C)F 7-{6-(Difluoromethyl)-3-[1-(2,2-dimethylpropyl)-1H-pyrazol-4-yl]pyridin-2-yl}-3-methoxycinnolin